CN1C(N(C2=NC(=NC=C12)NC=1C=C2C=CN=NC2=CC1C)[C@H]1COCCC1)=O (R)-7-methyl-2-((7-methylcinnolin-6-yl)amino)-9-(tetrahydro-2H-pyran-3-yl)-7,9-dihydro-8H-purin-8-one